1-(7-Cyclopropyl-6-isopropyl-furo[2,3-b]pyrazin-2-yl)-2-dimethoxyphosphoryl-ethanone C1(CC1)C1=C(OC2=NC=C(N=C21)C(CP(=O)(OC)OC)=O)C(C)C